2-(3-Ethyl-2,2-dimethylcyclopropyl)-3-methylcyclopent-2-en-1-one C(C)C1C(C1C=1C(CCC1C)=O)(C)C